1-((2-aminobenzo[d]thiazol-6-yl)methyl)-1H-imidazole-2-carboxylic acid NC=1SC2=C(N1)C=CC(=C2)CN2C(=NC=C2)C(=O)O